[18F]CC [18F]Fluoroethane